[N+](=O)([O-])C1=C(C=CC=C1)N1C(CCCC1)CCN1CCOCC1 4-[2-[1-(2-nitrophenyl)-2-piperidyl]ethyl]morpholine